[2-(aminomethyl)-3,3-difluoro-allyl]-4-[[5-[3-(1-ethylpyrazol-4-yl)phenyl]-2-thienyl]methyl]-1,2,4-triazol-3-one trifluoroacetate salt FC(C(=O)O)(F)F.NCC(CC=1N(C(NN1)=O)CC=1SC(=CC1)C1=CC(=CC=C1)C=1C=NN(C1)CC)=C(F)F